3-(2,6-dimethyl-phenyl)-5-(1-isopropyl-1H-benzo[d][1,2,3]triazol-5-yl)-1,2,4-oxadiazole CC1=C(C(=CC=C1)C)C1=NOC(=N1)C1=CC2=C(N(N=N2)C(C)C)C=C1